NC1=CC=C(C=C1)C(\C=C\C1=CC(=C(C=C1)CO)OC)=O (E)-1-(4-Aminophenyl)-3-[4-(hydroxymethyl)-3-methoxyphenyl]prop-2-en-1-one